(3-(methylsulfonyl)pyridin-2-yl)(7-(4-(trifluoro-methyl)phenoxy)-3,4-dihydroisoquinolin-2(1H)-yl)methanone CS(=O)(=O)C=1C(=NC=CC1)C(=O)N1CC2=CC(=CC=C2CC1)OC1=CC=C(C=C1)C(F)(F)F